N1C=NC(=C1)S(=O)(=O)N1CCC2(C[C@@H](OC2=O)CCN2CCN(CC2)C2=CC=C(C=C2)C)CC1 (R)-8-((1H-imidazol-4-yl)sulfonyl)-3-(2-(4-(p-tolyl)piperazin-1-yl)ethyl)-2-oxa-8-azaspiro[4.5]decan-1-one